C(C)(C)(C)C1=CC(=NO1)NC(NC1=CC=C(C=C1)NC(=O)C=1N=C2SC3=C(N2C1)C=CC=C3)=O N-[4-[3-(5-tert-butyl-1,2-oxazol-3-yl)ureido]phenyl]imidazo[2,1-b]benzothiazole-2-carboxamide